BrC=1C=CC2=C(C1)COC1=NC(=CC=C12)OC1C[C@H]2CC[C@@H](C1)N2C(=O)OC(C)(C)C tert-butyl (1R,3R,5S)-3-({8-bromo-6H-isochromeno[3,4-b]pyridin-3-yl}oxy)-8-azabicyclo[3.2.1]octane-8-carboxylate